1-trimethoxysilylethyl-9-(diethylamino)(methyldiethoxysilylpropylamino)methylsilylethyl-1,1,3,3,5,5,7,7,9,9-decamethylpentasiloxane CO[Si](C(C)C(C[Si](O[Si](O[Si](O[Si](O[Si](C)(C)N(CC)CC)(C)C)(C)C)(C)C)(C)C)[SiH2]CNCCC[Si](OCC)(OCC)C)(OC)OC